C(CCC)C(CCCCC)CCCC di-n-butyl-hexane